C1(CCC1)C1=CC(=C(C=C1)N1N=C2CCN(C[C@H]3C2=C1CCN3C(=O)C=3C=C(C1=C(N=CS1)C3)O)C(C=C)=O)O |o1:17| (R or S)-1-(2-(4-cyclobutyl-2-hydroxyphenyl)-5-(7-hydroxybenzo[d]thiazole-5-carbonyl)-2,3,4,5,5a,6,8,9-octahydro-7H-1,2,5,7-tetraazabenzo[cd]azulen-7-yl)prop-2-en-1-one